tetrabutyl-octylphosphine C(CCC)C(C(P)(CCCC)CCCC)(CCCCCC)CCCC